6-methoxy-N-(1H-pyrazol-3-yl)-2-(pyrrolidin-1-yl)-7-(3-(pyrrolidin-1-yl)prop-1-yn-1-yl)quinazolin-4-amine COC=1C=C2C(=NC(=NC2=CC1C#CCN1CCCC1)N1CCCC1)NC1=NNC=C1